C(\C=C/C(=O)O)(=O)O.ClC1=CC2=C(CCC3=C(N2CCCCNC/C=C/C(=O)OC)C=CC(=C3)OCC#C)C=C1 methyl (E)-4-[4-(7-Chloro-2-prop-2-ynyloxy-10,11-dihydro-dibenzo[b,f]azepin-5-yl)-butylamino]-but-2-enoate maleate